4,6-dichloro-1-(tetrahydro-2H-pyran-4-yl)-1H-pyrazolo[3,4-d]pyrimidine ClC1=C2C(=NC(=N1)Cl)N(N=C2)C2CCOCC2